N-(2-Chloro-3-{(4S)-2-imino-4-methyl-1-[(2R*,4R*)-2-methyl-tetrahydropyran-4-yl]-6-oxo-hexahydropyrimidin-4-yl}phenyl)-3-cyano-5-fluorobenzamide hydrochloride Cl.ClC1=C(C=CC=C1[C@]1(NC(N(C(C1)=O)[C@H]1C[C@H](OCC1)C)=N)C)NC(C1=CC(=CC(=C1)F)C#N)=O |o1:15,17|